C(#N)C=1C=NN2C1C(=CC(=C2)OCC(C)(C)O)C=2C=CC(=NC2)N2CCC(CC2)NC(C(C)C)=O N-(1-(5-(3-cyano-6-(2-hydroxy-2-methylpropoxy)pyrazolo[1,5-a]pyridin-4-yl)pyridin-2-yl)piperidin-4-yl)isobutyramide